(1-(tert-butoxycarbonyl)-5,7'-dimethyl-3',4'-dihydro-1'h-spiro[pyrrolidine-3,2'-[1,8]naphthyridine]-6'-yl)boronic acid C(C)(C)(C)OC(=O)N1CC2(NC3=NC(=C(C=C3CC2)B(O)O)C)CC1C